ClC1=C(C=C(NN1CC(F)(F)C1=CC(=C(C=C1)C)C)OC1=C(C(=CC=C1)C1CC1)F)C 6-chloro-3-(3-cyclopropyl-2-fluorophenoxy)-N-[2-(3,4-dimethylphenyl)-2,2-difluoroethyl]-5-methylpyridazine